2-(3-{7,7-difluoro-4-azaspiro[2.4]heptane-4-carbonyl}-4H,5H,6H,7H-pyrazolo[1,5-a]pyrazine-5-carbonyl)-1H-indole FC1(CCN(C12CC2)C(=O)C=2C=NN1C2CN(CC1)C(=O)C=1NC2=CC=CC=C2C1)F